tert-butyl 8-(2-(pyridin-4-yl) pyrido[3,4-d]pyrimidin-4-yl)-2,8-diazaspiro[4.5]decane-2-carboxylate N1=CC=C(C=C1)C=1N=C(C2=C(N1)C=NC=C2)N2CCC1(CCN(C1)C(=O)OC(C)(C)C)CC2